ClC1=C(C=C2CCC(OC2=C1)(C)C)F rac-7-chloro-6-fluoro-2,2-dimethylchroman